B(O)OBO.OC(C)(C)C(C)(C)O.OC(C)(C)C(C)(C)O Dipinacol diboronate